1-(4-bromophenyl)-3-methyl-pyrazole-4-carbaldehyde BrC1=CC=C(C=C1)N1N=C(C(=C1)C=O)C